NC1=C(C=C(C=N1)C1=NN2C(=C1)[C@@]1(CN(CC1)C(=O)NC(C)C=1C=NN(C1)C)OCC2)C(F)(F)F (3'R)-2-[6-amino-5-(trifluoromethyl)pyridin-3-yl]-N-[1-(1-methyl-1H-pyrazol-4-yl)ethyl]-6,7-dihydro-1'H-spiro[pyrazolo[5,1-c][1,4]oxazine-4,3'-pyrrolidine]-1'-carboxamide